O=C1NC(CCC1NC1=CC(=C(C(=C1)F)N1CCC(CC1)CN1CCC2(CC(C2)CNC(OCCCC)=O)CC1)F)=O butyl ((7-((1-(4-((2,6-dioxopiperidin-3-yl)amino)-2,6-difluorophenyl)piperidin-4-yl)methyl)-7-azaspiro[3.5]nonan-2-yl)methyl)carbamate